2-ethoxy-5-(4-isocyanato-2-(2-trityl-2H-tetrazol-5-yl)phenyl)pyridine C(C)OC1=NC=C(C=C1)C1=C(C=C(C=C1)N=C=O)C=1N=NN(N1)C(C1=CC=CC=C1)(C1=CC=CC=C1)C1=CC=CC=C1